(R)-4-(2-((1H-imidazol-2-yl)amino)-2-oxoethyl)-2-methyl-N-(1-(2-(1-methyl-1H-pyrazol-4-yl)quinolin-4-yl)ethyl)benzamide N1C(=NC=C1)NC(CC1=CC(=C(C(=O)N[C@H](C)C2=CC(=NC3=CC=CC=C23)C=2C=NN(C2)C)C=C1)C)=O